4-(methacryloyloxy)butyl-trimethyl-ammonium chloride [Cl-].C(C(=C)C)(=O)OCCCC[N+](C)(C)C